CC(C)(C)[S@](=O)/N=C(\C)/C1=CN=C(S1)C1=CC(=NC=C1)C(F)(F)F (S,E)-2-methyl-N-(1-(2-(2-(trifluoromethyl)pyridin-4-yl)thiazol-5-yl)ethylidene)propane-2-sulfinamide